C(C1=CC=CC=C1)OC(=O)NC1=C(C=C(C=C1)C12CCN(CC2C1(F)F)C(=O)OC(C)(C)C)C tert-butyl 6-(4-(((benzyloxy)carbonyl)amino)-3-methylphenyl)-7,7-difluoro-3-azabicyclo[4.1.0]heptane-3-carboxylate